(S)-N-BENZYL-3-CYCLOPROPYL-6-(PYRROLIDIN-3-YLOXY)IMIDAZO[1,2-B]PYRIDAZIN-8-AMINE C(C1=CC=CC=C1)NC=1C=2N(N=C(C1)O[C@@H]1CNCC1)C(=CN2)C2CC2